2,3-dihydro-1,4-benzodioxin-5-methanol O1CCOC2=C1C=CC=C2CO